C1(CC1)C=1C=C(C=2N(C1)C=C(N2)CN)C2(COC2)F (6-cyclopropyl-8-(3-fluorooxetan-3-yl)imidazo[1,2-a]pyridin-2-yl)methylamine